N-(4-(4,4-difluoropiperidin-1-yl)-6-methylpyrimidin-2-yl)-2-(4,4-dimethylpiperidin-1-yl)-4-((2-hydroxyethyl)sulfonamido)benzamide FC1(CCN(CC1)C1=NC(=NC(=C1)C)NC(C1=C(C=C(C=C1)NS(=O)(=O)CCO)N1CCC(CC1)(C)C)=O)F